tert-Butyl (2S,3R)-3-[(ethanesulfonyl)amino]-4,4-difluoro-2-({2-fluoro-3-[(6-fluoro-3-methylpyridin-2-yl)methyl]phenyl}methyl)pyrrolidine-1-carboxylate C(C)S(=O)(=O)N[C@@H]1[C@@H](N(CC1(F)F)C(=O)OC(C)(C)C)CC1=C(C(=CC=C1)CC1=NC(=CC=C1C)F)F